(bis[2-hydroxyethyl])Oleylamine OCCN(CCCCCCCC\C=C/CCCCCCCC)CCO